NC1=NC=CC=C1C1=NC=2C(=NC(=CC2)N2N=CC=C2)N1C=1C=C2CC[C@@H](C2=CC1)NC1C(CN(CC1)C(=O)OC(C)(C)C)O tert-butyl 4-{[(1S)-5-[2-(2-aminopyridin-3-yl)-5-(pyrazol-1-yl) imidazo[4,5-b]pyridin-3-yl]-2,3-dihydro-1H-inden-1-yl] amino}-3-hydroxypiperidine-1-carboxylate